methyl 4-(2-oxo-6-{4-[4-(propan-2-yl)piperazin-1-yl]phenyl}-1,2-dihydroquinolin-3-yl)benzoate O=C1NC2=CC=C(C=C2C=C1C1=CC=C(C(=O)OC)C=C1)C1=CC=C(C=C1)N1CCN(CC1)C(C)C